1-(5-(5-cyano-4-(furan-2-yl)thiazol-2-ylcarbamoyl)pyridin-2-yl)piperidine-4-carboxylic acid C(#N)C1=C(N=C(S1)NC(=O)C=1C=CC(=NC1)N1CCC(CC1)C(=O)O)C=1OC=CC1